homogentisic acid methyl ester COC(CC=1C(O)=CC=C(O)C1)=O